C(C)S(=O)(=O)C1=C(N=C2N1C=CC(=C2)NC(C)=O)C2=NC=1C(=NC=C(C1)C(F)(F)F)N2C N-{3-(ethylsulfonyl)-2-[3-methyl-6-(trifluoromethyl)-3H-imidazo[4,5-b]pyridin-2-yl]imidazo[1,2-a]pyridin-7-yl}acetamide